N-[6-(1H-imidazol-1-yl)pyridin-3-yl]-5-methoxy-1,8,10-triazatricyclo[7.4.0.02,7]trideca-2(7),3,5,8,10,12-hexaene-11-carboxamide N1(C=NC=C1)C1=CC=C(C=N1)NC(=O)C1=NC2=NC=3C=C(C=CC3N2C=C1)OC